6-Bromo-N-(1-methylpiperidin-4-yl)-2-{4-[4-(1,3-thiazol-4-ylmethyl)piperazin-1-yl]phenyl}-3H-imidazo[4,5-b]pyridin-7-amine BrC=1C(=C2C(=NC1)NC(=N2)C2=CC=C(C=C2)N2CCN(CC2)CC=2N=CSC2)NC2CCN(CC2)C